BrC1=CC=C2CN=C(NC2=C1)SCC1=CSC2=NC3=CC=C(C=C3CN21)Cl 3-(((7-bromo-1,4-dihydroquinazolin-2-yl)thio)methyl)-7-chloro-5H-thiazolo[2,3-b]quinazoline